The molecule is a cyclic monoterpene ketone that is bicyclo[3.1.1]heptan-2-one which is substituted at positions 4, 6, and 6 by hydroxymethyl, methyl, and methyl groups (the 1R,4S,5R stereoisomer). It has been found in Japanese Paeoniae Radix, which has been used in various Chinese medicinal preparations as an anodyne, sedative, antispasmodic, and astringent. It has a role as a plant metabolite. It is a carbobicyclic compound, a monoterpenoid, a primary alcohol and a cyclic monoterpene ketone. CC1([C@@H]2C[C@H]1C(=O)C[C@@H]2CO)C